vanadium-cobalt [Co].[V]